5-chloro-2-[(3,3-difluoroazetidin-1-yl)methyl]-7,8-dihydro-6H-spiro[[1,3]oxazolo[5,4-f]quinazoline-9,1'-cyclohexan]-7-one ClC=1C=C2C(=C3C1NC(NC31CCCCC1)=O)OC(=N2)CN2CC(C2)(F)F